tert-butyl 4-({2-butyl-4-(tert-butylamino)-7-[1-(2,5,8-trioxadecan-10-yl) hexahydropyridin-4-yl]thieno[3,2-b]imidazo[4,5-d]pyridin-1-yl}methyl)hexahydropyridine-1-carboxylate C(CCC)C1=NC=2C(=C3C(=NC2NC(C)(C)C)C=C(S3)C3CCN(CC3)CCOCCOCCOC)N1CC1CCN(CC1)C(=O)OC(C)(C)C